N-[2-[bis(carboxymethyl)amino]ethyl]-glycine C(=O)(O)CN(CCNCC(=O)O)CC(=O)O